3-(2-methyl-2,3-dihydro-1H-pyrrolo[2,3-b]pyridin-1-yl)cyclobutan-1-ol CC1CC=2C(=NC=CC2)N1C1CC(C1)O